CN1C=NC=2N=CN(C(C12)=O)CC1=NN(C(O1)=O)CCC1=CC=C(C=C1)C 5-[(7-methyl-6-oxo-purin-1-yl)methyl]-3-[2-(p-tolyl)ethyl]-1,3,4-oxadiazol-2-one